4-hydroxytetramethyl-piperidineethanol OC1C(C(N(CC1)CCO)(C)C)(C)C